FC1(CC(C1)C1=NC(=NO1)C=1C(=C(C(=C(C1)F)C)NC(=O)C=1C=NN2C1C=CC=C2)F)F N-(3-(5-(3,3-difluorocyclobutyl)-1,2,4-oxadiazol-3-yl)-2,5-difluoro-6-methylphenyl)pyrazolo[1,5-a]pyridine-3-carboxamide